COC1=CC(=C(C=C1)Cl)S(=O)(=O)NC(=O)C2=CN3C=C(C=C(C3=N2)Cl)C(F)(F)F The molecule is a member of the class of imidazopyridines that is the amide formed from the formal condensation of the carboxy group of 8-chloro-6-(trifluoromethyl)imidazo[1,2-a]pyridine-2-carboxylic acid with the sulfonamide nitrogen of 2-chloro-5-methoxybenzene-1-sulfonamide. It has a role as a nematicide and an agrochemical. It is a monocarboxylic acid amide, an aromatic amide, a monomethoxybenzene, a member of monochlorobenzenes, an organofluorine pesticide, an imidazopyridine and a N-sulfonylcarboxamide.